2-((1-(3,6-dimethyl-4-oxo-2-(1-(pyridin-4-yl)piperidin-4-yl)-4H-chromen-8-yl)ethyl)amino)benzoic acid CC1=C(OC2=C(C=C(C=C2C1=O)C)C(C)NC1=C(C(=O)O)C=CC=C1)C1CCN(CC1)C1=CC=NC=C1